C(C=C)[Sn](Cl)(Cl)Cl allyltrichlorotin